C6-hexyldecanoate C(CCCCC)C(CCCCC(=O)[O-])CCCC